N1N=NN=C1C1=CC=C(C=C1)[C@@H]1CC2(CC(C2)(F)F)CCN1CC1=C2C=CNC2=C(C=C1OC)C (S)-6-(4-(1H-tetrazol-5-yl)phenyl)-2,2-difluoro-7-((5-methoxy-7-methyl-1H-indol-4-yl)methyl)-7-azaspiro[3.5]nonane